1-[4-[[4-(ethylamino)-3-methyl-1H-pyrazolo[3,4-d]pyrimidin-6-yl]amino]-7-fluoro-indazol-1-yl]-2-methyl-propan-2-ol C(C)NC1=C2C(=NC(=N1)NC1=C3C=NN(C3=C(C=C1)F)CC(C)(O)C)NN=C2C